CC1=CC=C(C2=CC=CC=C12)C1=CC=C(S1)SC(C(=O)OCC)(C)C ethyl 2-(5-(4-methylnaphthalen-1-yl) thiophen-2-ylthio)-2-methylpropionate